OC=1N=C2N(C(C1)=O)C=C(C=C2C(C)NC2=C(C(=O)OC(C)(C)C)C=CC=C2)C tert-butyl 2-((1-(2-hydroxy-7-methyl-4-oxo-4H-pyrido[1,2-a]pyrimidin-9-yl)ethyl)amino)benzoate